tert-butyl N-[2-[2-(4-cyclopropyl-6-methoxy-pyrimidin-5-yl)-4-[[4-[1-methyl-4-(trifluoromethyl)imidazol-2-yl]phenyl]methoxy]pyrrolo[3,2-d]pyrimidin-5-yl]ethyl]-N-methyl-carbamate C1(CC1)C1=NC=NC(=C1C=1N=C(C2=C(N1)C=CN2CCN(C(OC(C)(C)C)=O)C)OCC2=CC=C(C=C2)C=2N(C=C(N2)C(F)(F)F)C)OC